ClC=1C=C(C=CC1)NC(=N)N 1-(3-chlorophenyl)guanidine